CC(CCCCCCCCCC)CCCCCC(CCCCCCCCCCCCCCCC)C 11,17-dimethyltritriacontane